3-Methyl-11-azatricyclo[6.2.1.02,7]undeca-2,4,6-triene hydrochloride Cl.CC1=C2C3CCC(C2=CC=C1)N3